2-[[5-(3-cyanoazetidin-1-yl)-2-cyclopropyl-7-methyl-pyrazolo[1,5-a]pyridin-3-yl]-methyl-amino]-4-(4-fluorophenyl)thiazole-5-carbonitrile C(#N)C1CN(C1)C1=CC=2N(C(=C1)C)N=C(C2N(C=2SC(=C(N2)C2=CC=C(C=C2)F)C#N)C)C2CC2